C1(=CC=CC=C1)COC1=C(C(=C(C=C1)C=1C(CCNN1)C)OCOC)Cl 6-[4-Phenylmethyloxy-3-chloro-2-(methoxymethyloxy)phenyl]-5-methyl-4,5-dihydro-2H-pyridazine